tert-butyl (S)-(1-((7-methoxy-4-(1-methyl-3-phenyl-1H-pyrazol-4-yl)pyrido[3,2-d]pyrimidin-6-yl)amino)-1-oxopropan-2-yl)carbamate COC1=CC=2N=CN=C(C2N=C1NC([C@H](C)NC(OC(C)(C)C)=O)=O)C=1C(=NN(C1)C)C1=CC=CC=C1